ethyl 6-(4-chlorophenyl)-2-phenylnicotinate ClC1=CC=C(C=C1)C1=NC(=C(C(=O)OCC)C=C1)C1=CC=CC=C1